7-(4,4,5,5-tetramethyl-1,3,2-dioxaborolan-2-yl)-2-naphthoic acid CC1(OB(OC1(C)C)C1=CC=C2C=CC(=CC2=C1)C(=O)O)C